N-[(1S)-1-[(1R)-7-[3-(1-amino-1-methyl-ethyl)phenyl]tetralin-1-yl]-2-[4-(3,5-dimethylimidazol-4-yl)anilino]-2-oxo-ethyl]-2-methyl-pyrazole-3-carboxamide NC(C)(C)C=1C=C(C=CC1)C1=CC=C2CCC[C@H](C2=C1)[C@@H](C(=O)NC1=CC=C(C=C1)C=1N(C=NC1C)C)NC(=O)C=1N(N=CC1)C